2-(2,5-dimethyl-pyrrol-1-yl)ethylene mercaptan CC=1N(C(=CC1)C)C(CS)S